C(C)(C)(C)C1=CC(=CC(=C1O)C(C)(C)C)C 2,6-di-tertiary butyl-p-cresol